4-[5-chloro-6-({6-[(1R,2S)-5'-methoxy-2'-oxo-1',2'-dihydrospiro[cyclopropane-1,3'-indol]-2-yl]-1H-indazol-3-yl}amino)-2-methylpyrimidin-4-yl]-1λ6-thiomorpholine-1,1-dione ClC=1C(=NC(=NC1NC1=NNC2=CC(=CC=C12)[C@@H]1C[C@@]12C(NC1=CC=C(C=C21)OC)=O)C)N2CCS(CC2)(=O)=O